C(#N)C=1C=C(C=CC1)N1N=C(C=C1C(=O)NC1=CC(=CC=C1)C(CCC1CC1)O)C(F)(F)F 1-(3-cyanophenyl)-N-(3-(3-cyclopropyl-1-hydroxypropyl)phenyl)-3-(trifluoromethyl)-1H-pyrazole-5-carboxamide